1-[2-(2-chlorophenyl)-3-(4-chlorophenyl)-7-[4-(trifluoromethylsulfonyl)piperazin-1-yl]pyrazolo[1,5-a]pyrimidin-5-yl]oxy-2-methyl-propan-2-ol ClC1=C(C=CC=C1)C1=NN2C(N=C(C=C2N2CCN(CC2)S(=O)(=O)C(F)(F)F)OCC(C)(O)C)=C1C1=CC=C(C=C1)Cl